S1C(=NC2=C1C=CC=C2)NC2=C(C=C(N=N2)N(C=2SC(=C(N2)C(=O)O)CCCOC2=C(C=C(C=C2)C#CCN(C)CCCO)F)C)C 2-[[6-(1,3-benzothiazol-2-ylamino)-5-methyl-pyridazin-3-yl]-methyl-amino]-5-[3-[2-fluoro-4-[3-[3-hydroxypropyl(methyl)amino]prop-1-ynyl]phenoxy]propyl]thiazole-4-carboxylic acid